2-amino-5-nitro-2'-chlorobenzophenone NC1=C(C(=O)C2=C(C=CC=C2)Cl)C=C(C=C1)[N+](=O)[O-]